tert-butyl (S)-{1-[2-(benz[d]isoxazol-3-yl)phenyl]-2-(6-vinylpyridin-2-yl)ethyl}carbamate O1N=C(C2=C1C=CC=C2)C2=C(C=CC=C2)[C@H](CC2=NC(=CC=C2)C=C)NC(OC(C)(C)C)=O